ClC1=C(C=CC=C1)N1C=2N(C3=C(C1=O)C=NC(=N3)NC=3C=C1CCN(C(C1=CC3)(C)C)C)C=CN2 6-(2-chlorophenyl)-2-[(1,1,2-trimethyl-1,2,3,4-tetrahydroisoquinolin-6-yl)amino]imidazo[1,2-a]pyrimido[5,4-e]pyrimidin-5(6H)-one